CC1=C(C(NC(=C1)C)=O)CC1=C(C(=C(C(=O)N)C=C1[N+](=O)[O-])C)N(C1CCOCC1)CCC ((4,6-dimethyl-2-oxo-1,2-dihydropyridin-3-yl)methyl)-3-(propyl-(tetrahydro-2H-pyran-4-yl)amino)-2-methyl-5-nitrobenzamide